(4-Bromo-1-methyl-1H-imidazol-2-yl)ethanol BrC=1N=C(N(C1)C)C(C)O